C(CCC)OC(C1=CC=C(C=C1)O)=O butyl-4-hydroxybenzoate